(1R,2R)-N-(6-((S)-1-cyanospiro[2.2]pentan-1-yl)isoquinolin-3-yl)-2-(pyridin-3-yl)cyclopropane-1-carboxamide C(#N)[C@]1(CC12CC2)C=2C=C1C=C(N=CC1=CC2)NC(=O)[C@H]2[C@@H](C2)C=2C=NC=CC2